CN1C([C@H](OC(N2CCC3(OC(NC=4N=CC(/C=C/COCCOCCC1)=CC34)=O)CC2)=O)CC=2C=C3C=NNC3=C(C2)C)=O (7R,18E)-9-methyl-7-[(7-methyl-1H-indazol-5-yl)methyl]-6,13,16,26-tetraoxa-4,9,22,24-tetrazatetracyclo[18.6.2.21,4.023,27]triaconta-18,20(28),21,23(27)-tetraene-5,8,25-trione